FC=1C=C(C=CC1OC)C1=CN=C2N1C=CN=C2NC2=CC(=C(C(=O)NCCC1(CCNCC1)O)C=C2)C 4-[[3-(3-fluoro-4-methoxyphenyl)imidazo[1,2-a]pyrazin-8-yl]amino]-N-[2-(4-hydroxypiperidin-4-yl)ethyl]-2-methylbenzamide